(S)-3-(3-(2-(1,3-bis(3-((S)-2-carboxy-2-((R)-pyrrolidin-3-yl)ethyl)phenethyl)ureido)ethoxy)phenyl)-2-((R)-pyrrolidin-3-yl)propanoic acid C(=O)(O)[C@@H](CC=1C=C(CCN(C(=O)NCCC2=CC(=CC=C2)C[C@H](C(=O)O)[C@@H]2CNCC2)CCOC=2C=C(C=CC2)C[C@H](C(=O)O)[C@@H]2CNCC2)C=CC1)[C@@H]1CNCC1